4-(1-methoxyethyl)-1-methyl-1,4-cyclohexadiene COC(C)C=1CC=C(CC1)C